OC[SiH](CO)CO trishydroxymethylsilane